4-{6-amino-5-[1-(2,6-dichloro-3-fluoro-phenyl)-ethoxy]-pyridin-3-yl}-N-(2-diethylamino-ethyl)-benzamide NC1=C(C=C(C=N1)C1=CC=C(C(=O)NCCN(CC)CC)C=C1)OC(C)C1=C(C(=CC=C1Cl)F)Cl